C1(CCCC1)OC(CC(C(=O)O)=C)OC1CCCC1.C(C=C)(=O)OCC(OC1C=CC=C1)OC1C=CC=C1 dicyclopentadienyloxyethyl acrylate (dicyclopentanyloxy ETHYL ACRYLATE)